Cl.C(C1=CC=CC=C1)C1=CC2=C(N=C(N=C2)NC2=NC=C(C=C2)N2CCNCC2)N(C1=O)C1CCCC1 6-Benzyl-8-cyclopentyl-2-(5-piperazin-1-yl-pyridin-2-ylamino)8H-pyrido[2,3-d]pyrimidin-7-one hydrochloride